C1(CCC1)CNC1=NC(=NC(=N1)NC1=CC=NC=C1)C1=CC=CC=C1 N2-(cyclobutylmethyl)-6-phenyl-N4-(pyridin-4-yl)-1,3,5-triazine-2,4-diamine